5-bromo-6-methoxy-4-[(3-methoxy-2,6-dimethylphenyl)amino]-2-methylpyrimidine BrC=1C(=NC(=NC1OC)C)NC1=C(C(=CC=C1C)OC)C